2-(4-(trifluoromethyl)benzyl)benzo[d]thiazole-5-carboxylic acid FC(C1=CC=C(CC=2SC3=C(N2)C=C(C=C3)C(=O)O)C=C1)(F)F